ON=C(C1=NC=C(C=C1)NC=1OC(=NN1)C1=NC=C(C=C1)C(F)(F)F)N N'-Hydroxy-5-((5-(5-(trifluoromethyl)pyridin-2-yl)-1,3,4-oxadiazol-2-yl)amino)picolinimidamide